CN[C@@H]1CO[C@H](C2=CC(=CC=C12)C(F)(F)F)C trans-N,1-dimethyl-7-(trifluoromethyl)isochroman-4-amine